1,1-dicyano ethylene ethyl 2-(4-methylphenyl)-4,6-diphenylnicotinate CC1=CC=C(C=C1)C1=C(C(=O)OCC)C(=CC(=N1)C1=CC=CC=C1)C1=CC=CC=C1.C(#N)C(=C)C#N